(+)-p-menthadien-3-ol acetate C(C)(=O)OC=1C=C(CCC1C(C)C)C